4-(4-((2-(2,6-dioxopiperidin-3-yl)-1,3-dioxoisoindolin-4-yl)thio)butanoyl)piperazin O=C1NC(CCC1N1C(C2=CC=CC(=C2C1=O)SCCCC(=O)N1CCNCC1)=O)=O